CNC(COC1=CC(=C(C(=C1)Cl)CC1=CC(=C(C=C1)O)C(C)C)Cl)=O N-methyl-2-[3,5-dichloro-4-[(4-hydroxy-3-isopropylphenyl)methyl]phenoxy]acetamide